(2R)-5-(3-Butoxyphenyl)-2-[(trifluoromethanesulfonyl)oxy]pentanoic acid methyl ester COC([C@@H](CCCC1=CC(=CC=C1)OCCCC)OS(=O)(=O)C(F)(F)F)=O